C(C)(=O)OC=1C(=NC=CC1OC)C(N[C@H](C(=O)NN(C)C(C1=CC(=CC=C1)C1CC1)C1=CC(=CC=C1)C1CC1)C)=O (S)-2-((1-(2-(bis(3-cyclopropylphenyl)methyl)-2-methylhydrazineyl)-1-oxopropan-2-yl)carbamoyl)-4-methoxypyridin-3-yl acetate